2-(4-amino-5-(quinolin-3-yl)pyrrolo[2,1-f][1,2,4]Triazine-7-yl)acetaldehyde NC1=NC=NN2C1=C(C=C2CC=O)C=2C=NC1=CC=CC=C1C2